CC1=NC=C(C=N1)NC(O[C@H](C)[C@H](C)OC1=CC2=C(N=C(S2)C=2C=C(C=C3C=C(C=NC23)OCC)C)C=C1F)=O (2R,3S)-3-((2-(3-ethoxy-6-methylquinolin-8-yl)-5-fluorobenzo[d]thiazol-6-yl)oxy)butan-2-yl (2-methylpyrimidin-5-yl)carbamate